NC=1C(=NC=C(N1)N1CCC2([C@H](CC(C2)=O)N)CC1)SC1=C2C(C(N(C2=CC=C1)C)=O)(C)C (S)-4-((3-amino-5-(4-amino-2-oxo-8-azaspiro[4.5]decan-8-yl)pyrazin-2-yl)thio)-1,3,3-trimethylindolin-2-one